sodium phenanthrolinedisulfonate N1=C(C(=CC2=CC=C3C=CC=NC3=C12)S(=O)(=O)[O-])S(=O)(=O)[O-].[Na+].[Na+]